(5-(((trans)-2-(3-(5-chloropyrimidin-4-yl)azetidin-1-yl)cyclohexyl)oxy)-1-oxoisoindolin-2-yl)piperidine-2,6-dione ClC=1C(=NC=NC1)C1CN(C1)[C@H]1[C@@H](CCCC1)OC=1C=C2CN(C(C2=CC1)=O)N1C(CCCC1=O)=O